ClC=1C(=NC(=NC1)NC1=CC=C(C=C1)CN1C2CN(CC1CC2)C)NC2=C(C=CC=C2)S(=O)(=O)NC 2-((5-chloro-2-((4-((3-methyl-3,8-diazabicyclo[3.2.1]octan-8-yl)methyl)phenyl)amino)pyrimidin-4-yl)amino)-N-methylbenzenesulfonamide